C(C(=O)OCC)(=O)OCCC(C=CCC(C)C)C 3,7-dimethyloct-4-en-1-yl ethyl oxalate